NC=1C(=NC(=NC1Cl)SCCC)N[C@@H]1C[C@@H]([C@@H]2[C@H]1OC(O2)(C)C)OCCO 2-[((3aR,4S,6R,6aS)-6-[[5-amino-6-chloro-2-(propylsulfanyl)-4-pyrimidinyl]amino]-2,2-dimethyltetrahydro-3aH-cyclopenta[d][1,3]dioxol-4-yl)oxy]-1-ethanol